tertbutyl 2-(4-(4,4,5,5-tetramethyl-1,3,2-dioxaborolan-2-yl)phenoxy)ethylcarbamate CC1(OB(OC1(C)C)C1=CC=C(OCCNC(OC(C)(C)C)=O)C=C1)C